Cl.COC1CNCCC1 3-methoxypiperidine HCl